C(C=C)[C@H]1N(CCC1)C1=C(C=C(C(=N1)C(=O)NNC(C(CCC=C)(C(F)(F)F)OCC1=CC=CC=C1)=O)[N+](=O)[O-])Br 6-[(2S)-2-allylpyrrolidin-1-yl]-N'-[2-benzyloxy-2-(trifluoromethyl)hex-5-enoyl]-5-bromo-3-nitro-pyridine-2-carbohydrazide